2-((1r,2r)-1-(1H-benzo[d]imidazol-1-yl)-1-(2-chlorophenyl)propan-2-yl)-5-hydroxy-N-(isoxazol-4-yl)-1-methyl-6-oxo-1,6-dihydropyrimidine-4-carboxamide N1(C=NC2=C1C=CC=C2)[C@H]([C@@H](C)C=2N(C(C(=C(N2)C(=O)NC=2C=NOC2)O)=O)C)C2=C(C=CC=C2)Cl